Cl.CC1=CC=C(CN2CCNCC2)C=C1 1-(4-methylbenzyl)piperazine hydrochloride